cis-6-nonenal diethylacetal C(C)OC(CCCC\C=C/CC)OCC